(2-fluoro-3-nitrophenyl)-8-(2-fluorobenzyl)-2-(furan-2-ylmethyl)imidazo[1,2-a]pyrazin-3(7H)-one FC1=C(C=CC=C1[N+](=O)[O-])C1=CNC(=C2N1C(C(=N2)CC=2OC=CC2)=O)CC2=C(C=CC=C2)F